1-Bromo-3,4-diphenylbenzene BrC1=CC(=C(C=C1)C1=CC=CC=C1)C1=CC=CC=C1